(5-(3-chloro-4-fluorobenzyl)pyridin-2-yl)-5-methylpyrazine-2-carboxamide ClC=1C=C(CC=2C=CC(=NC2)C=2C(=NC=C(N2)C)C(=O)N)C=CC1F